4-((7-((4-(S-methylsulfonimidoyl)phenyl)amino)-2,6-naphthyridin-1-yl)ethynyl)benzonitrile CS(=O)(=N)C1=CC=C(C=C1)NC1=NC=C2C=CN=C(C2=C1)C#CC1=CC=C(C#N)C=C1